Gluconic acid-methyloxime CON=C([C@H](O)[C@@H](O)[C@H](O)[C@H](O)CO)O